OC1=C(C=CC=C1O)C1CCN(CC1)CC1=NC2=C(N1CCOC)C=C(C=C2)C(=O)OC methyl 2-{[4-(2,3-dihydroxyphenyl)piperidin-1-yl]methyl}-1-(2-methoxyethyl)-1H-benzimidazole-6-carboxylate